N-[2-(2-cyano-3-fluorophenyl)-5-(2,6-difluoro-4-methoxyphenyl)-1-methyl-3-oxo-2,3-dihydro-1H-pyrazol-4-yl]-4-(difluoromethoxy)benzamide C(#N)C1=C(C=CC=C1F)N1N(C(=C(C1=O)NC(C1=CC=C(C=C1)OC(F)F)=O)C1=C(C=C(C=C1F)OC)F)C